BrC=1C(N(C(C1)=O)C1C(NC(CC1)=O)=O)=O 3-(3-bromo-2,5-dioxo-2,5-dihydro-1H-pyrrol-1-yl)-piperidine-2,6-dione